ClC1=C(C=C(C=C1)NC(=O)C=1N(C2=CC=C(C=C2C1)NC(C1=C(C=CC(=C1)CNC(C(C)C)=O)Cl)=O)CC)F N-(4-chloro-3-fluorophenyl)-5-(2-chloro-5-(isobutyrylaminomethyl)benzoylamino)-1-ethyl-1H-indole-2-carboxamide